Sodium Heptanesulfonate C(CCCCCC)S(=O)(=O)[O-].[Na+]